FC(CN1N=NC2=C1C=C(C=C2)C2=CNC=1N=C(N=C(C12)OC)NC1CCC2(COC2)CC1)F 5-(1-(2,2-difluoroethyl)-1H-benzo[d][1,2,3]triazol-6-yl)-4-methoxy-N-(2-oxaspiro[3.5]nonan-7-yl)-7H-pyrrolo[2,3-d]pyrimidin-2-amine